BrC1=C(C=C2C(=CC(=NC2=C1O[C@@H](CC(C)(C)C)C1=CC=CC=C1)OC[C@H](C)OC)N[C@@H]1CN(CC1)C(=O)[O-])I (3S)-3-({7-bromo-6-iodo-2-[(2S)-2-methoxypropoxy]-8-[(1S)-Tert-butyl 1-phenylethoxy]quinolin-4-yl}amino)pyrrolidine-1-carboxylate